tert-butyl (R)-3-oxo-2-(3-((2-oxopyrrolidin-1-yl)methyl)bicyclo[1.1.1]pentan-1-yl)hexahydroimidazo[1,5-a]pyrazine-7(1H)-carboxylate O=C1N(C[C@H]2N1CCN(C2)C(=O)OC(C)(C)C)C21CC(C2)(C1)CN1C(CCC1)=O